5-bromo-3,3-dimethyl-1-(2-(methylthio)pyrimidin-4-yl)-2,3-dihydro-1H-pyrrolo[3,2-b]pyrrole BrC1=CC=2N(CC(C2N1)(C)C)C1=NC(=NC=C1)SC